8-(3,4-dimethoxyphenyl)-2,7-dimethyl-N-(3-pyridylmethyl)pyrazolo[1,5-a][1,3,5]triazin-4-amine COC=1C=C(C=CC1OC)C=1C(=NN2C1N=C(N=C2NCC=2C=NC=CC2)C)C